4-(4-chloro-2-fluorophenyl)-7-methyl-2-((2S)-2-(2-methyl-5-pyrimidinyl)-4-morpholinyl)pteridine ClC1=CC(=C(C=C1)C1=NC(=NC2=NC(=CN=C12)C)N1C[C@@H](OCC1)C=1C=NC(=NC1)C)F